5-(4-((1S,5R)-3-azabicyclo[3.1.0]hexan-1-yl)phenyl)-2-amino-N-((1r,4S)-4-hydroxycyclohexyl)nicotinamide TFA salt OC(=O)C(F)(F)F.[C@@]12(CNC[C@@H]2C1)C1=CC=C(C=C1)C=1C=NC(=C(C(=O)NC2CCC(CC2)O)C1)N